diphenylmethylenebis(pentamethylcyclopentadienyl)zirconium dichloride [Cl-].[Cl-].C1(=CC=CC=C1)C(C1=CC=CC=C1)=[Zr+2](C1(C(=C(C(=C1C)C)C)C)C)C1(C(=C(C(=C1C)C)C)C)C